1-fluoro-2-(7-fluoro-3-(methoxymethoxy)-8-((triisopropylsilyl)ethynyl)naphthalen-1-yl)-12-(methylsulfonyl)-4,5,5a,6,9,10-hexahydro-8H-7-oxa-3,10a,11,13-tetraazanaphtho[1,8-ab]heptalene FC1=C2N=C(N=C3C2=C(CCC2COCCCN32)N=C1C1=CC(=CC3=CC=C(C(=C13)C#C[Si](C(C)C)(C(C)C)C(C)C)F)OCOC)S(=O)(=O)C